C(C)(C)(C)OC(C(CC=C)(C(F)F)CCl)=O 2-(chloromethyl)-2-(difluoromethyl)pent-4-enoic acid tert-butyl ester